tert-Butyl 6-(bicyclo[3.3.1]nonan-9-ylmethyl)-2-azaspiro[3.3]heptane-2-carboxylate C12CCCC(CCC1)C2CC2CC1(CN(C1)C(=O)OC(C)(C)C)C2